tert-butyl (3-(2-oxo-3-(4-(pyridin-2-ylmethoxy)phenyl)-2,3-dihydro-1H-imidazo[4,5-c]pyridin-1-yl)phenyl)carbamate O=C1N(C2=C(C=NC=C2)N1C1=CC=C(C=C1)OCC1=NC=CC=C1)C=1C=C(C=CC1)NC(OC(C)(C)C)=O